2-(5-methoxy-1H-indol-3-yl)-N,N-bis(methyl-d3)ethanamine COC=1C=C2C(=CNC2=CC1)CCN(C([2H])([2H])[2H])C([2H])([2H])[2H]